4-(4-(2,6-Dioxopiperidin-3-yl)-2-fluorophenyl)piperidine-1-carboxylic acid tert-butyl ester C(C)(C)(C)OC(=O)N1CCC(CC1)C1=C(C=C(C=C1)C1C(NC(CC1)=O)=O)F